tert-butyl 1-carbonyl-8-azaspiro[4.5]dec-2-en-8-carboxylate C(=O)=C1C=CCC12CCN(CC2)C(=O)OC(C)(C)C